C(C)(C)(C)OC(=O)N1C(CCC1CO)CO 2,5-Di(hydroxymethyl)pyrrolidine-1-carboxylic acid tert-butyl ester